4-(3-(((R)-1,4-Dioxan-2-yl)methoxy)-5-chloro-1-(((5-ethyl-1,3,4-oxadiazol-2-yl)methyl)amino)-7,9-dihydrofuro[3,4-f]quinazolin-6-yl)-2-amino-7-fluorobenzo[b]thiophene-3-carbonitrile O1[C@H](COCC1)COC1=NC=2C(=C(C3=C(C2C(=N1)NCC=1OC(=NN1)CC)COC3)C3=CC=C(C=1SC(=C(C13)C#N)N)F)Cl